(5-(3-methoxytetrahydrofuran-3-yl)pyridin-3-yl)-7H-pyrrolo[2,3-d]pyrimidin-2-amine COC1(COCC1)C=1C=C(C=NC1)C=1C2=C(N=C(N1)N)NC=C2